N1-((3'-((5r,8r)-3,3-dimethyl-1-oxaspiro[4.5]decan-8-yl)-4'H,6'H-spiro[cyclopropane-1,5'-pyrrolo[1,2-b]pyrazol]-2'-yl)methyl)-N1-methyl-ethane-1,2-diamine CC1(COC2(C1)CCC(CC2)C2=C1N(N=C2CN(CCN)C)CC2(C1)CC2)C